C1(CC1)NC(C1=CC=C(C=C1)C1=NN(C(=N1)NC=1C(=C2C=NNC2=CC1)C1CC1)C)=O N-cyclopropyl-4-[5-[(4-cyclopropyl-1H-indazol-5-yl)amino]-1-methyl-1,2,4-triazol-3-yl]Benzamide